ClC1=C(C(=NN1C)C1CC1)C=O 5-CHLORO-3-CYCLOPROPYL-1-METHYL-1H-PYRAZOLE-4-CARBALDEHYDE